methyl 6-chloro-1-cyclopropoxy-2,7-naphthyridine-4-carboxylate ClC=1C=C2C(=CN=C(C2=CN1)OC1CC1)C(=O)OC